FC1=C(C2=C(OCO2)C=C1)CO (5-fluoro-2H-1,3-benzodioxol-4-yl)methanol